decanaminium C(CCCCCCCCC)[NH3+]